OC1(CN(C1)C(C)=O)C 1-(3-hydroxy-3-methyl-azetidin-1-yl)ethanone